FC1(CC(C1)CC(=O)O)F 3,3-difluorocyclobutylacetic acid